OCCOCC1=CC=C(C(=O)C2=CC=CC=C2)C=C1 4-(2-hydroxyethoxymethyl)benzophenone